CC1=CC=CC(=N1)C1=NC=CC(=N1)NC1=NC(=NC=C1)NC1=CC=C(C=C1)N1C(CNCC1)CC(=O)O 2-[1-[4-[[4-[[2-(6-methyl-2-pyridyl)pyrimidin-4-yl]amino]pyrimidin-2-yl]amino]phenyl]piperazin-2-yl]acetic acid